[(6,7-dichloro-1H-indol-4-yl)oxy]cyclobutanol ClC1=CC(=C2C=CNC2=C1Cl)OC1(CCC1)O